OC[C@H]1N(CCC1)C1=C2C(=NC(=N1)NC=1N=CN(C1)C1=CC(=C(C(=C1)OC)OC)OC)N(N=C2C)[C@@H]2C[C@H](C2)O (trans)-3-(4-((S)-2-(hydroxymethyl)pyrrolidin-1-yl)-3-methyl-6-((1-(3,4,5-trimethoxyphenyl)-1H-imidazol-4-yl)amino)-1H-pyrazolo[3,4-d]pyrimidin-1-yl)cyclobutanol